OC1=C(C=CC(=C1)O)C=1N=C(SC1)C1(CCC(CC1)CO)C(=O)N (4-(2,4-dihydroxyphenyl)thiazol-2-yl)-4-(hydroxymethyl)cyclohexanecarboxamide